2-(dimethyl-phosphinoyl)benzonitrile CP(=O)(C1=C(C#N)C=CC=C1)C